NC1=CC(=C2NC(CC=CCC[C@](C3=NN=C(C1=N2)O3)(O)C(F)(F)F)C3=NC=CC=C3)C(F)(F)F (6R)-17-amino-12-(2-pyridyl)-6,15-bis(trifluoromethyl)-19-oxa-3,4,13,18-tetrazatricyclo[12.3.1.12,5]nonadeca-1(18),2,4,9,14,16-hexaen-6-ol